2-(2-fluorophenyl)-N-{5-sulfamoyl-6-[4-(trifluoromethyl)-1H-pyrazol-1-yl]pyridin-3-yl}acetamide FC1=C(C=CC=C1)CC(=O)NC=1C=NC(=C(C1)S(N)(=O)=O)N1N=CC(=C1)C(F)(F)F